NC1=C(C=C(C=C1)F)C1=C(C(=O)C2=CC=CC=C2)C=CC=C1 (2-amino-5-fluorophenyl)benzophenone